Cl.FC(C1(CNC1)O)(F)F 3-(trifluoromethyl)-3-azetidinol hydrochloride